Benzamide sodium [Na].C(C1=CC=CC=C1)(=O)N